3-(1-methyl-7-(2-(4-(5-methylthiazole-2-carbonyl)piperazin-1-yl)-2-oxoethoxy)-1H-indazol-3-yl)piperidine-2,6-dione CN1N=C(C2=CC=CC(=C12)OCC(=O)N1CCN(CC1)C(=O)C=1SC(=CN1)C)C1C(NC(CC1)=O)=O